methyl ((1R,3R)-3-(6-((3-fluoro-6'-(trifluoromethyl)-[2,3'-bipyridin]-6-yl)amino)-3-methyl-2-oxo-2,3-dihydro-1H-imidazo[4,5-c]pyridin-1-yl)cyclopentyl)carbamate FC=1C(=NC(=CC1)NC1=CC2=C(C=N1)N(C(N2[C@H]2C[C@@H](CC2)NC(OC)=O)=O)C)C=2C=NC(=CC2)C(F)(F)F